COC=1C=C(C=CC1OC)C1=CC=NC=2N1N=C(C2)C(=O)NC2=CC=C(C=C2)NC([C@H](C(C)C)NC(OC(C)(C)C)=O)=O tert-butyl (S)-(1-((4-(7-(3,4-dimethoxyphenyl)pyrazolo[1,5-a]pyrimidine-2-carboxamido)phenyl)amino)-3-methyl-1-oxobutan-2-yl)carbamate